BrC1=CC2=CN(N=C2C=C1Cl)C1C[C@H]2CC[C@@H](C1)N2C(=O)OC(C)(C)C Tert-butyl (1R,3s,5S)-3-(5-bromo-6-chloro-2H-indazol-2-yl)-8-azabicyclo[3.2.1]octane-8-carboxylate